C(C#C)C=1NC2=CC=CC=C2C1 (E)-propargyl-indole